C1(CC1)CC(=O)N1CCN(CC1)C1=CC=C(C=C1)NC(=O)C=1C(NC=CC1NC1=C(C2=C(OCCN2)N=C1)C)=O N-(4-(4-(2-cyclopropylacetyl)piperazin-1-yl)phenyl)-4-((8-methyl-2,3-dihydro-1H-pyrido[2,3-b][1,4]oxazin-7-yl)amino)-2-oxo-1,2-dihydropyridine-3-carboxamide